HEX-5-EN-2-YLBORONIC ACID CC(CCC=C)B(O)O